C1(CC1)C1=CC(=NC=2N1N=C(C2)C=2C(=CC(=NC2F)N2C[C@H](CC2)C(=O)OC)OC)C(=O)N2[C@@H](C1=CC=CC=C1CC2)C Methyl (3S)-1-(5-{7-cyclopropyl-5-[(1R)-1-methyl-1,2,3,4-tetrahydroisoquinoline-2-carbonyl]pyrazolo[1,5-a]pyrimidin-2-yl}-6-fluoro-4-methoxypyridin-2-yl)pyrrolidine-3-carboxylate